1-(Benzo[d]thiazol-7-yl)-N-(5-chloro-6-(2H-1,2,3-triazol-2-yl)pyridin-3-yl)-5-(trifluoromethyl)-1H-pyrazol-4-carboxamid S1C=NC2=C1C(=CC=C2)N2N=CC(=C2C(F)(F)F)C(=O)NC=2C=NC(=C(C2)Cl)N2N=CC=N2